FC(C)(F)C1=NC(=CC(=N1)NC1=CC(=NC=C1OC[C@H]1OC(COC1)(C)C)NC(C)=O)C (S)-N-(4-((2-(1,1-difluoroethyl)-6-methylpyrimidin-4-yl)amino)-5-((6,6-dimethyl-1,4-dioxan-2-yl)methoxy)pyridin-2-yl)acetamide